C(C)(C)(C)NC(CC=1C=C2CCC(NC2=CC1)C1=CC=CC=C1)=O N-(tert-butyl)-2-(2-phenyl-1,2,3,4-tetrahydroquinoline-6-yl)acetamide